CC=1C=CC2=C(O[C@H](CO2)CO)C1 (S)-(7-methyl-2,3-dihydrobenzo[B][1,4]dioxin-2-yl)methanol